N-hydroxy-4-methyl-2-(spiro[cyclopropane-1,3'-indoline]-1'-carbonyl)-3,4-dihydro-2H-benzo[b][1,4]oxazine-6-carboxamide hydrochloride Cl.ONC(=O)C1=CC2=C(OC(CN2C)C(=O)N2CC3(C4=CC=CC=C24)CC3)C=C1